N-[2-(1,6-dimethyl-1H-indol-3-yl)ethyl]-2-methyl-1-pyrrolidinesulfonamide CN1C=C(C2=CC=C(C=C12)C)CCNS(=O)(=O)N1C(CCC1)C